1-(4-Methyl-3-(trifluoromethyl)phenyl)-3-azabicyclo[3.1.0]hexane CC1=C(C=C(C=C1)C12CNCC2C1)C(F)(F)F